C(CCCCCC)SC(=O)N(C(CCCCCCCCC(=O)OCC(CCCCCC)CCCC)CCCCCCCCC(=O)OCC(CCCCCC)CCCC)C1CCN(CC1)C bis(2-butyloctyl) 10-[heptylsulfanylcarbonyl-(1-methyl-4-piperidyl)amino]nonadecanedioate